BrC1=CC=C(C=C1)C(CNC(OC(C)(C)C)=O)(F)F tert-butyl N-(2-(4-bromophenyl)-2,2-difluoro-ethyl)carbamate